C(C)(C)(C)OC(=O)N1[C@@H](CCC1)C=1NC(=C(N1)C1=CC=C(C=C1)C(NC1=NC=CC(=C1)C(C)C)=O)C(=O)OCC (S)-ethyl 2-(1-(tert-butoxycarbonyl)pyrrolidin-2-yl)-4-(4-((4-isopropylpyridin-2-yl)carbamoyl)phenyl)-1H-imidazole-5-carboxylate